N-(9,9-dimethyl-9H-fluoren-2-yl)-N-(biphenyl-4-yl)benzo[b]naphtho[1,2-d]furan-8-amine CC1(C2=CC=CC=C2C=2C=CC(=CC12)N(C=1C=CC=C2C1OC1=C2C=2C=CC=CC2C=C1)C1=CC=C(C=C1)C1=CC=CC=C1)C